tert-butyl 5-chloro-1-cyano-spiro[1H-isobenzofuran-3,4'-piperidine]-1'-carboxylate ClC=1C=C2C(=CC1)C(OC21CCN(CC1)C(=O)OC(C)(C)C)C#N